tert-butyl 2-(2-(2-(2-((2-(2,6-dioxopiperidin-3-yl)-1,3-dioxoisoindolin-4-yl)oxy)acetamido)ethoxy)ethoxy)acetate O=C1NC(CCC1N1C(C2=CC=CC(=C2C1=O)OCC(=O)NCCOCCOCC(=O)OC(C)(C)C)=O)=O